C(C)N1N=C(C(=C1)C1=C(C=CC=C1)[C@H]1C2=C(CN(C1)C(\C=C\[C@H]1NC[C@H](C1)C)=O)SC(=C2)C#N)C(F)(F)F (S)-4-(2-(1-Ethyl-3-(trifluoromethyl)-1H-pyrazol-4-yl)phenyl)-6-((E)-3-((2S,4S)-4-methylpyrrolidin-2-yl)acryloyl)-4,5,6,7-tetrahydrothieno[2,3-c]pyridine-2-carbonitrile